1-[2-[1-(3,3,3-trifluoropropyl)pyrazolo[3,4-c]pyridin-5-yl]indazol-6-yl]cyclopropanecarbonitrile FC(CCN1N=CC=2C1=CN=C(C2)N2N=C1C=C(C=CC1=C2)C2(CC2)C#N)(F)F